C(C(C)=C)OCC(C(=O)OCCOCCOC1=CC=CC=C1)=C phenoxyethoxyethyl α-methallyloxymethylacrylate